(E)-3-(4-Hydroxyphenyl)-1-[2-phenylmethoxy-6-[(2S,3R,4R,5S,6R)-3,4,5-trihydroxy-6-(hydroxymethyl)oxan-2-yl]phenyl]prop-2-en-1-one OC1=CC=C(C=C1)/C=C/C(=O)C1=C(C=CC=C1[C@@H]1O[C@@H]([C@H]([C@@H]([C@H]1O)O)O)CO)OCC1=CC=CC=C1